C1(CCC1)C=1N(C(=NN1)CNC(=O)[C@H]1N(C[C@@H](C1)O)C([C@H](C(C)(C)C)N1N=NC(=C1)C1CC1)=O)C (2S,4r)-N-[(5-cyclobutyl-4-methyl-1,2,4-triazol-3-yl)methyl]-1-[(2S)-2-(4-cyclopropyltriazol-1-yl)-3,3-dimethyl-butyryl]-4-hydroxy-pyrrolidine-2-carboxamide